tert-butyl 2-(3-fluoro-4-(7-((3-(4-fluoropiperidin-1-yl) propyl) carbamoyl) benzo[d]imidazo[2,1-b]thiazol-2-yl) phenyl)-4-hydroxypyrrolidine-1-carboxylate FC=1C=C(C=CC1C=1N=C2SC3=C(N2C1)C=CC(=C3)C(NCCCN3CCC(CC3)F)=O)C3N(CC(C3)O)C(=O)OC(C)(C)C